2-[[4-[(E)-3-(4-Bromophenyl)prop-2-enoyl]phenyl]sulfonyl-methylamino]acetic acid BrC1=CC=C(C=C1)/C=C/C(=O)C1=CC=C(C=C1)S(=O)(=O)N(CC(=O)O)C